1-[3-[(2S,4R)-4-fluoropyrrolidin-2-yl]-6-[5-[(6-methylpyridazin-3-yl)amino]benzimidazol-1-yl]-2-pyridyl]-5-methyl-pyrazole F[C@@H]1C[C@H](NC1)C=1C(=NC(=CC1)N1C=NC2=C1C=CC(=C2)NC=2N=NC(=CC2)C)N2N=CC=C2C